5-Amino-3-[2-[4-(2-cyclopropylacetyl)piperazin-1-yl]ethyl]-1-methyl-8-thiazol-2-yl-[1,2,4]triazolo[5,1-f]purin-2-one NN1C=NC(=C2N3C(N=C12)N(C(N3C)=O)CCN3CCN(CC3)C(CC3CC3)=O)C=3SC=CN3